tert-butyl (2-(((2S,5R)-6-hydroxy-7-oxo-1,6-diazabicyclo[3.2.1]octane-2-carboxamido)oxy)ethyl)carbamate ON1[C@@H]2CC[C@H](N(C1=O)C2)C(=O)NOCCNC(OC(C)(C)C)=O